C(#N)C=1C=C(OC[C@H]2CN(CCO2)C(=O)OC(C)(C)C)C=C(C1)C=1SC(=CN1)C tert-Butyl (2R)-2-{[3-cyano-5-(5-methyl-1,3-thiazol-2-yl)phenoxy]methyl}morpholine-4-carboxylate